C1(=CC=C(C=C1)C(CO)O)C (4-tolyl)-1,2-ethanediol